C(C)C1=NN(C(=C1C#N)C1=CC(=C(C=C1)F)F)C1=NC=CC=C1 Ethyl-4-cyano-5-(3,4-difluorophenyl)-1-(pyridin-2-yl)-1H-pyrazol